benzoic acid monoglycidyl ester C(C1CO1)OC(C1=CC=CC=C1)=O